C(C)(C)(C)OC(=O)N\C(=N/C(=O)OC(C)(C)C)\NC1=CC=C(C(=O)OC=2C=3N(C(=CC2)CC(=O)OC(C)(C)C)N=CN3)C=C1 5-[2-(tert-butoxy)-2-oxoethyl]-[1,2,4]triazolo[1,5-a]pyridin-8-yl 4-{[(1Z)-{[(tert-butoxy)carbonyl]amino}({[(tert-butoxy)carbonyl]imino}) methyl]amino}benzoate